C(C)(C)OCCOC(C)N (2-isopropoxyethoxy)ethan-1-amine